(S)-2-((1-(2-((3-(2-((1,5-dimethyl-1H-pyrazol-3-yl)amino)-5-methylpyrimidin-4-yl)-1H-indol-7-yl)amino)-2-oxoethyl)pyrrolidin-3-yl)oxy)-N,N-dimethylpyrimidine-4-carboxamide CN1N=C(C=C1C)NC1=NC=C(C(=N1)C1=CNC2=C(C=CC=C12)NC(CN1C[C@H](CC1)OC1=NC=CC(=N1)C(=O)N(C)C)=O)C